6-Bromo-1-(2-methyl-5-nitro-imidazol-1-yl)-hexan-2-ol BrCCCCC(CN1C(=NC=C1[N+](=O)[O-])C)O